C(#N)C1=CC(=C(COC2=CC(=CC(=N2)N2CCN(CC2)C(=O)O)COC)C=C1)F 4-(6-((4-cyano-2-fluorobenzyl)oxy)-4-(methoxymethyl)pyridin-2-yl)piperazine-1-carboxylic acid